BrCC1CCC(CC1)C(=O)OC methyl 4-(bromomethyl)cyclohexanecarboxylate